O[C@H]1COCC[C@@H]1NC(=O)C1=CC(=C(C=2OCOC21)C)CC2=CC=C(C=C2)C2=NN(C=C2)C N-[(3R,4S)-3-hydroxytetrahydropyran-4-yl]-7-methyl-6-[[4-(1-methylpyrazol-3-yl)phenyl]methyl]-1,3-benzodioxole-4-carboxamide